C(CCC)(OCCCC)(OCCCC)OCCCC tri-n-butyl orthobutyrate